C(#N)C=1C(=NC=CC1)N(C(=O)OC(C)(C)C)C(=O)OC(C)(C)C Di-tert-butyl (3-cyanopyridin-2-yl)-2-imidodicarbonate